N-(4-Bromo-2,6-difluorophenyl)-4-methylpiperazine-1-carboxamide BrC1=CC(=C(C(=C1)F)NC(=O)N1CCN(CC1)C)F